1-Methylimidazole-4-carboxylic acid [3-(1-ethyl-8-oxo-spiro[6,7-dihydro-4H-pyrazolo[3,4-c]azepin-5,4'-tetrahydropyran]-3-yl)-2,2-dimethyl-propyl] ester C(C)N1N=C(C2=C1C(NCC1(CCOCC1)C2)=O)CC(COC(=O)C=2N=CN(C2)C)(C)C